FC(C(C(F)(F)F)(O)C1=CC=C(C=C1)C1=C(C=C(C=C1)CN1C[C@H](N(CC1)CC1=CC=NC=C1)C(=O)OCCN)C)(F)F 2-aminoethyl (S)-4-((4'-(1,1,1,3,3,3-hexafluoro-2-hydroxypropan-2-yl)-2-methyl-[1,1'-biphenyl]-4-yl)methyl)-1-(pyridin-4-ylmethyl)piperazine-2-carboxylate